2-[4-[[[5-fluoro-6-[methyl-[(3-pyrazol-1-ylphenyl)methyl]amino]pyrimidin-4-yl]amino]methyl]phenyl]acetamide 25-hydroxycholest-5-enetriethylamine salt OC(C(CCN)(CCN)CCN)(C)CCC[C@@H](C)[C@H]1CC[C@H]2[C@@H]3CC=C4CCCC[C@]4(C)[C@H]3CC[C@]12C.FC=1C(=NC=NC1N(CC1=CC(=CC=C1)N1N=CC=C1)C)NCC1=CC=C(C=C1)CC(=O)N